C(C)OC(=O)[C@@H]1CN(C[C@H]1C)CC1=CC=CC=C1 |r| (±)-trans-1-benzyl-4-methylpyrrolidine-3-carboxylic acid ethyl ester